N-(2-Chloro-6-((3,5-dimethylisoxazol-4-yl)oxy)pyridin-4-yl)-5-(2-(methylsulfonyl)propan-2-yl)benzo[b]thiophen-2-carboxamid ClC1=NC(=CC(=C1)NC(=O)C1=CC2=C(S1)C=CC(=C2)C(C)(C)S(=O)(=O)C)OC=2C(=NOC2C)C